BrC=1C=C(C=CC1)C=CC=CC(=O)NC(=N)N 5-(3'-Bromophenyl)penta-2,4-dienoylguanidin